S-methyl O-((3-methyltetrahydrofuran-3-yl)methyl) carbonodithioate C(OCC1(COCC1)C)(=S)SC